C(CCC#C)OC1=NC(=CC(=N1)N1CCOCC1)N1N=C(C=C1)C=1C=C(C=CC1)C 4-(2-(pent-4-yn-1-yloxy)-6-(3-(m-tolyl)-1H-pyrazol-1-yl)pyrimidin-4-yl)morpholine